N1C=C(C2=CC=CC=C12)C(=O)OCC=C allyl indole-3-carboxylate